phthalazin-1-ylhydrazine C1(=NN=CC2=CC=CC=C12)NN